6-(4,4,5,5-tetramethyl-1,3,2-dioxaborolan-2-yl)-1H-benzimidazole CC1(OB(OC1(C)C)C=1C=CC2=C(NC=N2)C1)C